9-(2-fluorophenyl)fluorene FC1=C(C=CC=C1)C1C2=CC=CC=C2C=2C=CC=CC12